C(C=C)N1S(N(CC=2C=C(C=3C=NNC3C21)Cl)CCOC)(=O)=O 1-allyl-6-chloro-3-(2-methoxyethyl)-1,3,4,9-tetrahydro-[1,2,6]thiadiazino[4,3-g]indazole 2,2-dioxide